N-(2-acetylpyridinyl)pyridinium C(C)(=O)C1=NC=CC=C1[N+]1=CC=CC=C1